ClC1=CC=CC=2C=3N(C=NC12)N=C(N3)C3=CC=C(C=C3)F 7-chloro-2-(4-fluorophenyl)[1,2,4]triazolo[1,5-c]quinazolin